FC(C=1C(=C(C=CC1)[C@@H](C)NC=1C2=C(N=C(N1)C)C=NC(=C2)N2CCN(CC2)S(=O)(=O)C)F)F N-{(1R)-1-[3-(difluoromethyl)-2-fluorophenyl]ethyl}-6-[4-(methylsulfonyl)piperazin-1-yl]-2-methylpyrido[3,4-d]pyrimidin-4-amine